C(C)OC1=C(C(=O)NC2=CC(=CC=C2)C=2OC(=NN2)C=2OC=CC2)C=C(C=C1)C 2-Ethoxy-N-(3-(5-(furan-2-yl)-1,3,4-oxadiazol-2-yl)phenyl)-5-methylbenzamide